FC1=C(NC=2C3=C(N=CN2)C=CC(=N3)N3[C@@H]2CN([C@H](C3)C2)C(=O)OC(C)(C)C)C=CC(=C1F)OCC12OCC(C1)C2 tert-butyl (1S,4S)-5-[4-[2,3-difluoro-4-(2-oxabicyclo[2.1.1]hexan-1-ylmethoxy)anilino]pyrido[3,2-d]pyrimidin-6-yl]-2,5-diazabicyclo[2.2.1]heptane-2-carboxylate